COC(COCCOCCOCCO)O monomethoxytetraethyleneglycol